C(C)(C)C=1C=C(C(=C(C1)[C@@H](C(=O)O)N1C[C@@H](CC1)N(CCCCCC1=NC=2NCCCC2C=C1)C)OC)C(F)(F)F (S)-2-(5-isopropyl-2-methoxy-3-(trifluoromethyl)phenyl)-2-((R)-3-(methyl(5-(5,6,7,8-tetrahydro-1,8-naphthyridin-2-yl)pentyl)amino)pyrrolidin-1-yl)acetic acid